COC(=O)C=1C=CC=COC1 Oxepin-6-carboxylic acid methyl ester